4-methyl-1-(oxetan-3-ylmethyl)-1H-pyrazole-5-carboxylic acid CC=1C=NN(C1C(=O)O)CC1COC1